O1C(CC1)COC1=NN=C(S1)N 5-(oxetan-2-ylmethoxy)-1,3,4-thiadiazol-2-amine